C12C(C3CC(CC(C1)C3)C2)CNC2=CC(=CC(=C2)Cl)Cl N-(((1R,3S,5r,7r)-adamantan-2-yl)methyl)-3,5-dichloroaniline